CN1N=C(C(=C1)C1=C(C=C2CNC(C2=C1)=O)OCC1=NN(C=C1)C)C 6-(1,3-dimethyl-1H-pyrazol-4-yl)-5-((1-methyl-1H-pyrazol-3-yl)methoxy)isoindolin-1-one